4-guanidino-3,4-dihydro-2H-pyran-6-carboxylic acid N(C(=N)N)C1CCOC(=C1)C(=O)O